ClC=1C(=C(C=CC1)NC1=C(C(=O)NC2=CC=C(C=C2)N2CCN(CC2)S(=O)(=O)C)C=CC=C1)C 2-((3-chloro-2-methylphenyl)amino)-N-(4-(4-(methylsulfonyl)piperazin-1-yl)phenyl)benzamide